10-Proline C1CC(NC1)C(=O)O